C(CCCCCCC(=O)[O-])(=O)OC(CCCCCCCC)C (1-methylnonyl) octanedioate